N(C([2H])[2H])(CC(=O)O)[2H] sarcosine-d3